2,5,8,11,14-Pentaoxa-17-azabicyclo[16.4.0]docosa-1(22),18,20-triene C=12OCCOCCOCCOCCOCCNC2=CC=CC1